FC1=C(C(=CC=C1C(=O)C1=NNC2=NC=C(C=C21)C2=CC=NC=C2)F)NS(=O)(=O)CCC N-(2,6-Difluoro-3-(5-(pyridin-4-yl)-1H-pyrazolo[3,4-b]pyridin-3-carbonyl)phenyl)propan-1-sulfonamid